[1-[(tert-butyloxy)carbonyl]-1H,2H,3H-pyrrolo[2,3-c]Pyridin-4-yl]Boric acid C(C)(C)(C)OC(=O)N1CCC=2C1=CN=CC2OB(O)O